[2,4-dihydroxy-6-(1-phenylethoxy)phenyl]-(5,6-dimethoxyisoindolin-2-yl)methanone OC1=C(C(=CC(=C1)O)OC(C)C1=CC=CC=C1)C(=O)N1CC2=CC(=C(C=C2C1)OC)OC